(E)-5-methyl-1-((2-(trimethylsilyl)ethoxy)methyl)-1H-imidazole-4-carbaldehyde oxime CC1=C(N=CN1COCC[Si](C)(C)C)/C=N/O